1-(4-bromophenyl)cyclopropanamine BrC1=CC=C(C=C1)C1(CC1)N